[N+](=O)([O-])C1=CC=C(C=C1)S(=O)(=O)N1C[C@H]2[C@@H]([C@H]2CC1)C(=O)OC |o1:14,15,16| rel-methyl (1R,6S,7R)-3-((4-nitrophenyl)sulfonyl)-3-azabicyclo[4.1.0]heptane-7-carboxylate